N-(2-chlorophenyl)-N-methyl-2-(((7-methyl-4-oxo-3,4-dihydrothieno[3,2-d]pyrimidin-2-yl)methyl)(propyl)amino)acetamide ClC1=C(C=CC=C1)N(C(CN(CCC)CC=1NC(C2=C(N1)C(=CS2)C)=O)=O)C